9-fluoro-3-[4-(4-methoxyphenyl)-1,3-thiazol-2-yl]-1,3,4,11,12,12a-hexahydropyrido[1,2-b][2]benzazepin-6(2H)-one FC=1C=CC2=C(CCC3N(C2=O)CC(CC3)C=3SC=C(N3)C3=CC=C(C=C3)OC)C1